C(N)(=O)N[C@@H](CCCN)C(=O)NC1=CC=C(C=C1)COC(N(CCNC)C)=O carbamoyl-N-{4-[({methyl[2-(methylamino)ethyl]carbamoyl}oxy)methyl]phenyl}-L-ornithinamide